NC1=C(C=C(C=N1)C1=CC=C(C=C1)C(=O)N1CCCCC1)OC(C)C1=C(C(=CC=C1Cl)F)Cl (4-{6-amino-5-[1-(2,6-dichloro-3-fluoro-phenyl)-ethoxy]-pyridin-3-yl}-phenyl)-piperidin-1-yl-methanone